S1C(=NC2=C1C=CC=C2)C2=CC=C(OCCCCCCC(=O)NO)C=C2 7-(4-(benzo[d]thiazole-2-yl)phenoxy)-N-hydroxyheptanamide